2-(N-((2S)-1-(tert-butoxy)-3-(6-fluoro-2,3-dimethylphenyl)-1-oxobutan-2-yl) sulfamoyl)-5-chloropyridin-3-yl benzoate C(C1=CC=CC=C1)(=O)OC=1C(=NC=C(C1)Cl)S(N[C@H](C(=O)OC(C)(C)C)C(C)C1=C(C(=CC=C1F)C)C)(=O)=O